C(C)S(=O)(=O)C=1C=CC(=NC1)[C@H](CO)NC(C1=CC=CC=C1)=O N-((R)-1-(5-(ethanesulfonyl)pyridin-2-yl)-2-hydroxyethyl)benzamide